3-bromo-6-fluoro-2,4-bis(propan-2-yl)pyridine BrC=1C(=NC(=CC1C(C)C)F)C(C)C